S-benzoyl-cysteamine ethyl-glutamate C(C)N[C@@H](CCC(=O)O)C(=O)O.C(C1=CC=CC=C1)(=O)SCCN